(R or S)-1-(2,4-dichlorobenzyl)-3-(ethoxy-methyl)-3-(4-fluorophenethyl)pyrrolidine ClC1=C(CN2C[C@](CC2)(CCC2=CC=C(C=C2)F)COCC)C=CC(=C1)Cl |o1:6|